C1OCC12CN(C2)CC(C(=O)N[C@H]2CN(CCC2)C2=NC=C(C=N2)NC2=CC=C(C=C2)C2=CC1=C(N=CN=C1N1CCOCC1)N2)=C (R)-2-((2-oxa-6-azaspiro[3.3]heptan-6-yl)methyl)-N-(1-(5-((4-(4-morpholino-7H-pyrrolo[2,3-d]pyrimidin-6-yl)phenyl)amino)pyrimidin-2-yl)piperidin-3-yl)acrylamide